5,8-dibromo-2,3-diethylpyrido[3,4-b]pyrazine BrC1=NC=C(C=2C1=NC(=C(N2)CC)CC)Br